4-((2-((1R,2R,3R)-3-hydroxy-2-((1E,3RS,4S)-3-hydroxy-4-methylnon-1-en-6-yn-1-yl)-5-oxocyclopentyl)ethyl)thio)butanoic acid methyl ester COC(CCCSCC[C@@H]1[C@H]([C@@H](CC1=O)O)\C=C\[C@@H]([C@H](CC#CCC)C)O)=O |&1:18|